4-(4-chlorophenyl)-N'-(4-methylphenyl)thiazole-2-hydrazide ClC1=CC=C(C=C1)C=1N=C(SC1)C(=O)NNC1=CC=C(C=C1)C